C1(CC2C(CC1)O2)CC[Si](C)(C)C (3,4-epoxycyclohexyl)ethyltrimethylsilane